2-bromo-dibenzo[b,d]furan BrC1=CC2=C(OC3=C2C=CC=C3)C=C1